N-(1-(3-chloro-phenyl)-2-hydroxy-ethyl)-1-(2-(cyclopropyl-amino)-5-methylpyrimidin-4-yl)-1H-pyrrole-3-carboxamide ClC=1C=C(C=CC1)C(CO)NC(=O)C1=CN(C=C1)C1=NC(=NC=C1C)NC1CC1